4-(6-(3-((S)-3-aminopyrrolidin-1-yl)-3-oxopropyl)-2,6-diazaspiro[3.3]heptane-2-yl)-2-(2,6-dioxopiperidin-3-yl)isoindoline-1,3-dione N[C@@H]1CN(CC1)C(CCN1CC2(CN(C2)C2=C3C(N(C(C3=CC=C2)=O)C2C(NC(CC2)=O)=O)=O)C1)=O